3-[9H-fluoren-9-ylmethoxycarbonyl(methyl)amino]propanoic acid C1=CC=CC=2C3=CC=CC=C3C(C12)COC(=O)N(CCC(=O)O)C